BrC1=NN(C(=C1)C(=O)NC1=C(C(=O)N(NC(=O)OC)C)C=C(C=C1C)Cl)C1=NC=CC=C1Cl methyl 2-[2-({[3-bromo-1-(3-chloropyridin-2-yl)-1H-pyrazol-5-yl] carbonyl} amino)-5-chloro-3-methylbenzoyl]-2-methylhydrazinecarboxylate